dipentaerythritol octadecanoate C(CCCCCCCCCCCCCCCCC)(=O)OCC(CO)(COCC(CO)(CO)CO)CO